C1(CCC=CC1)=O 4-cyclohexenone